C(CCC(=O)[O-])(=O)OC(C)(CC)C1=CC=CC=C1 2-phenyl-2-n-butyl succinate